N-((5-ethyl-1H-benzotriazol-4-yl)methyl)-3,5-difluoro-4-(trifluoromethyl)-benzamide C(C)C1=C(C2=C(NN=N2)C=C1)CNC(C1=CC(=C(C(=C1)F)C(F)(F)F)F)=O